ClC1=C(C(=CC=C1)[N+](=O)[O-])OC(F)(F)F 1-chloro-3-nitro-2-(trifluoromethoxy)benzene